C(#N)C1=C(C=C(C=N1)N1C(N(C(C1=O)(C)C)C1=CC(=C(O[C@H](CN2C[C@@H](N([C@@H](C2)C)C(=O)[O-])C)C)C=C1)CC)=S)C(F)(F)F (2S,6R)-4-((S)-2-(4-(3-(6-cyano-5-(trifluoromethyl) pyridin-3-yl)-5,5-dimethyl-4-oxo-2-thioxoimidazol-1-yl)-2-ethylphenoxy) propyl)-2,6-dimethylpiperazine-1-carboxylate